2-amino-3-bromo-N-((1S,2R)-2-methylcyclopentyl)-N-((5-(trifluoromethyl)-2-pyridinyl)methyl)-6-quinolinecarboxamide NC1=NC2=CC=C(C=C2C=C1Br)C(=O)N(CC1=NC=C(C=C1)C(F)(F)F)[C@@H]1[C@@H](CCC1)C